3-(3-bromobenzoyl)-2-thiazolidinethione BrC=1C=C(C(=O)N2C(SCC2)=S)C=CC1